O=C1N(C=CC(=C1)C1=NN(C2=CC(=CC=C12)C(=O)OC)C1=CC=C(C=C1)C(F)(F)F)[C@@H](C)C1=NC=CC=C1 methyl (S)-3-(2-oxo-1-(1-(pyridin-2-yl)ethyl)-1,2-dihydropyridin-4-yl)-1-(4-(trifluoromethyl)phenyl)-1H-indazole-6-carboxylate